C2,4,5-trichloropyrimidine ClC1=NC=C(C(=N1)Cl)Cl